N1CCC(CC1)CN1CCN(CC1)C1=CC=C(C=C1)C1CCN(CC1)C1=CC(=C(C#N)C=C1)C(F)(F)F 4-(4-(4-(4-(piperidin-4-ylmethyl)piperazin-1-yl)phenyl)-piperidin-1-yl)-2-(trifluoromethyl)benzonitrile